OO.[NH4+] ammonium hydrogen peroxide